9-cyclopropyl-6-fluoro-1,4,4-trimethyl-4,5-dihydro-[1,2,4]triazolo[4,3-a]quinoxaline C1(CC1)C=1C=CC(=C2NC(C=3N(C12)C(=NN3)C)(C)C)F